2-nitro-α-isopropylcinnamaldehyde [N+](=O)([O-])C1=C(C=C(C=O)C(C)C)C=CC=C1